C[Si]1(CCC(CC1)NC(=O)C1=CC2=C(N=C(S2)C)N1)C N-(1,1-dimethylsilinan-4-yl)-2-methyl-4H-pyrrolo[2,3-d]thiazole-5-carboxamide